ethyl 6-(4-chloro-3-methylphenyl)-4-oxo-3-(pentafluoroethyl)-4,5-dihydropyrazolo-[1,5-a]pyrazine-2-carboxylate ClC1=C(C=C(C=C1)C=1NC(C=2N(C1)N=C(C2C(C(F)(F)F)(F)F)C(=O)OCC)=O)C